C(C)OC(CCCNC(OC(C)(C)C)=O)OCC tert-butyl (4,4-diethoxybutyl)carbamate